3-[4-[(1-Methylimidazol-4-yl)sulfonylamino]phenyl]-1-sulfamoyl-pyrrole-2-carboxylic acid CN1C=NC(=C1)S(=O)(=O)NC1=CC=C(C=C1)C1=C(N(C=C1)S(N)(=O)=O)C(=O)O